C1(=CC=CC=2C=CC=3C=C4C=CC=CC4=CC3C21)C2=C1C(=C(C(=C(C1=C(C=1C(=C(C(=C(C21)[2H])[2H])[2H])[2H])[2H])[2H])[2H])[2H])C2=C(C=CC=C2)C2=CC=CC1=CC=CC=C21 benzoanthracenyl(naphthylphenyl)anthracene-d8